[Pb].[Be] beryllium-lead